5-bromo-6-methyl-2-(methylthio)pyrimidin-4(1H)-one BrC=1C(N=C(NC1C)SC)=O